Cl.Cl.CN1N=CC2=CC(=CC=C12)C1=C(C=CC=C1)O (1-methyl-1H-indazol-5-yl)phenol dihydrochloride